N-(2-oxabicyclo[4.2.0]octan-7-yl)-4-(1H-imidazol-1-yl)picolinamide C12OCCCC2C(C1)NC(C1=NC=CC(=C1)N1C=NC=C1)=O